BrC1=CC=C(C=C1)N=NC1=CC=C(N(CCCC)CCCC)C=C1 4-((4-bromophenyl)-diazenyl)-N,N-dibutylaniline